oxairenol O1C(=C1)O